1H-pyrrolo[2,3-b]pyridin-6-ol hydrochloride Cl.N1C=CC=2C1=NC(=CC2)O